C12CN(CC(O1)C2)C2=NC(=CC1=C2N=C(N=C1)N[C@H]1[C@H](COC1)NC(C=C)=O)C1=C(C(=CC(=C1Cl)OC)OC)Cl N-((3R,4S)-4-((8-(6-oxa-3-azabicyclo[3.1.1]heptan-3-yl)-6-(2,6-dichloro-3,5-dimethoxyphenyl)pyrido[3,4-d]pyrimidin-2-yl)amino)tetrahydrofuran-3-yl)acrylamide